4-((((2-(2,6-dioxopiperidin-3-yl)-6-fluoro-1-oxoisoindoline-5-yl)methyl)amino)methyl)-N-(4-methyl-3-((4-(pyridin-3-yl)pyrimidin-2-yl)amino)phenyl)benzamide O=C1NC(CCC1N1C(C2=CC(=C(C=C2C1)CNCC1=CC=C(C(=O)NC2=CC(=C(C=C2)C)NC2=NC=CC(=N2)C=2C=NC=CC2)C=C1)F)=O)=O